ClC=1C=C(C=C(C1OC1=NNC(C(=C1)C1(CC1)C)=O)Cl)N1N=C(C(NC1=O)=O)C#N 2-[3,5-dichloro-4-(5-(1-methylcyclopropyl)-6-oxo-1,6-dihydro-pyridazin-3-yloxy)-phenyl]-3,5-dioxo-2,3,4,5-tetrahydro-[1,2,4]triazine-6-carbonitrile